Tert-butyl (2R,3R)-3-fluoro-2-(hydroxymethyl)pyrrolidine-1-carboxylate F[C@H]1[C@H](N(CC1)C(=O)OC(C)(C)C)CO